5-tert-Butyl-2H-pyrazole-3-carboxylic acid {2-[5-(3,4-dichloro-phenyl)-furan-2-yl]-ethyl}-amide ClC=1C=C(C=CC1Cl)C1=CC=C(O1)CCNC(=O)C=1NN=C(C1)C(C)(C)C